C(=O)OCC=CC1=CC=CC=C1 Cinnamyl Formate